COC(C(=O)C1=CC=CC=C1)(C1=CC=CC=C1)OC 2,2-dimethoxy-1,2-diphenylethan-1-one